1-[3-(1-hydroxyethyl)-6-[6-[(6-methylpyridazin-3-yl)amino]benzimidazol-1-yl]-2-pyridinyl]-4-methyl-pyrazole-3-carbonitrile OC(C)C=1C(=NC(=CC1)N1C=NC2=C1C=C(C=C2)NC=2N=NC(=CC2)C)N2N=C(C(=C2)C)C#N